1-(2,6-Bis(benzyloxy)pyridin-3-yl)-4-(3-hydroxyazetidin-1-yl)-3-methyl-1,3-dihydro-2H-benzo[d]imidazol-2-one C(C1=CC=CC=C1)OC1=NC(=CC=C1N1C(N(C2=C1C=CC=C2N2CC(C2)O)C)=O)OCC2=CC=CC=C2